C(C)(C)(C)C=1C=CC(=C(C1)S(=O)(=O)NC(=O)C=1C=C2C=CN(C2=CC1)C=1SC=CN1)OC N-((5-(tert-butyl)-2-methoxyphenyl)sulfonyl)-1-(thiazol-2-yl)-1H-indole-5-carboxamide